N-(carboxymethyl)-3-sulfo-L-alanine C(=O)(O)CN[C@@H](CS(=O)(=O)O)C(=O)O